N-[3-fluoro-4-({7-[3-(3-hydroxypyrrolidin-1-yl)propoxy]-6-methoxyquinolin-4-yl}oxy)phenyl]-5-(4-fluorophenyl)-6-oxo-2,3,5,6-tetrahydrofuro[3,2-c]pyridine-7-carboxamide FC=1C=C(C=CC1OC1=CC=NC2=CC(=C(C=C12)OC)OCCCN1CC(CC1)O)NC(=O)C1=C2C(=CN(C1=O)C1=CC=C(C=C1)F)CCO2